O1CNCC2=C1N=CN=C2 2,3-dihydro-4H-pyrimido[5,4-e][1,3]oxazin